[6-(9H-carbazol-9-yl)hexyl]cyanophosphonic acid C1=CC=CC=2C3=CC=CC=C3N(C12)CCCCCCOP(O)(=O)C#N